CC=1OC=CC1C=1N=C2N(C(=NC=C2C2=CC=NC=C2)N)C1 (2-methylfuran-3-yl)-8-(pyridin-4-yl)imidazo[1,2-c]pyrimidin-5-amine